C1(C=CC(N1C=1C=C(OC2=CC=C(C=C2)S(=O)C2=CC=C(C=C2)OC2=CC(=CC=C2)N2C(C=CC2=O)=O)C=CC1)=O)=O bis[4-(3-maleimidophenoxy)phenyl] sulfoxide